FC=1C=C(C=CC1C(F)(F)F)C1C(=C(NC=2N1N=C(C2)NC(CCN2CCCCC2)=O)C)C(=O)NC=2C=C1C=CN=CC1=CC2 7-(3-fluoro-4-(trifluoromethyl)phenyl)-N-(isoquinolin-6-yl)-5-methyl-2-(3-(piperidin-1-yl)propionylamino)-4,7-dihydropyrazolo[1,5-a]pyrimidine-6-carboxamide